C1=CC2=C(C=C1Cl)NC(=O)N2 5-chlorobenzimidazolone